FC1=NC=CC=C1C=1C=C2C(=NN(C2=CC1)C1OCCCC1)C(=O)NC1=CC=C2CCN(CC2=C1)C(C(F)(F)F)=O 5-(2-fluoropyridin-3-yl)-1-(tetrahydro-2H-pyran-2-yl)-N-(2-(2,2,2-trifluoroacetyl)-1,2,3,4-tetrahydroisoquinolin-7-yl)-1H-indazole-3-carboxamide